ClC1=CC2=C(N=C(O2)C(=O)NCC=2C=C3CN(C(C3=CC2)=O)C2C(NC(CC2)=O)=O)C=C1 6-Chloro-N-((2-(2,6-dioxopiperidin-3-yl)-1-oxoisoindolin-5-yl)methyl)benzo[d]oxazole-2-carboxamide